(R)-N-(5-(3-(difluoromethyl)-1,2,4-oxadiazol-5-yl)-2,3-dihydro-1H-inden-1-yl)-2-methylisonicotinamide FC(C1=NOC(=N1)C=1C=C2CC[C@H](C2=CC1)NC(C1=CC(=NC=C1)C)=O)F